8'-isocyanato-1',5',6',7'-tetrahydro-2'H-spiro[cyclopropane-1,3'-dicyclopenta[b,e]pyridine] N(=C=O)C1=C2C(=NC3=C1CCC3)C3(CC2)CC3